C=12C=CN3CCC(CCCCCCC(CCCC(=NC(C31)=O)N2)=O)=O 4,19,22-triazatricyclo[16.3.1.0^(4,21)]docosa-1(21),2,18-triene-7,14,20-trione